(R or S)-N-(1-(3-(Azetidin-1-yl)-6,7-dihydro-5H-cyclopenta[c]pyridin-7-yl)-1H-pyrazol-4-yl)-6-(3-chloro-6-(difluoromethyl)-2-fluorophenyl)pyrazine-2-carboxamide N1(CCC1)C1=CC2=C(C=N1)[C@@H](CC2)N2N=CC(=C2)NC(=O)C2=NC(=CN=C2)C2=C(C(=CC=C2C(F)F)Cl)F |o1:10|